ethyl 4-chloro-6,7-dimethoxyquinoline-3-carboxylate ClC1=C(C=NC2=CC(=C(C=C12)OC)OC)C(=O)OCC